FC(S(=O)(=O)C1=CC(=CC(=C1)S(=O)(=O)C(F)(F)F)S(=O)(=O)C(F)(F)F)(F)F 1,3,5-tris(trifluoromethanesulfonyl)benzene